(E)-2-(3-methoxyphenyl)-2-(4,4-bis(4-methoxyphenyl)-1,3-butadienyl)-1,3-dithiane COC=1C=C(C=CC1)C1(SCCCS1)\C=C\C=C(C1=CC=C(C=C1)OC)C1=CC=C(C=C1)OC